(3aR,5s,6aS)-5-((6-(5-fluoro-2-methylphenyl)-4-(trifluoromethyl)pyridazin-3-yl)oxy)-2-((tetrahydro-2H-pyran-4-yl)methyl)octahydro-cyclopenta[c]pyrrole FC=1C=CC(=C(C1)C1=CC(=C(N=N1)OC1C[C@@H]2[C@@H](CN(C2)CC2CCOCC2)C1)C(F)(F)F)C